ethyl 2-(5-amino-3-(2,4-difluorophenyl)-1H-pyrazol-1-yl)acetate NC1=CC(=NN1CC(=O)OCC)C1=C(C=C(C=C1)F)F